4-(2-(isoxazol-3-ylamino)-2-oxoethyl)-4-(2-((2-(methoxycarbonyl)-4-methylthiophen-3-yl)amino)-2-oxoethyl)morpholin-4-ium formate C(=O)[O-].O1N=C(C=C1)NC(C[N+]1(CCOCC1)CC(=O)NC1=C(SC=C1C)C(=O)OC)=O